2-(dimethylamino)ethyl 4-(2,4-dichlorophenoxy)butanoate ClC1=C(OCCCC(=O)OCCN(C)C)C=CC(=C1)Cl